C1(=C(C=CC=C1)NNC(=O)C1CCC1)C N'-(o-tolyl)cyclobutanecarbohydrazide